6-((1H-indazol-5-yl)carbamoyl)-7-(4-fluorophenyl)-5-methyl-4,7-dihydropyrazolo[1,5-a]pyrimidine-2-carboxylic acid N1N=CC2=CC(=CC=C12)NC(=O)C1=C(NC=2N(C1C1=CC=C(C=C1)F)N=C(C2)C(=O)O)C